C(#N)CCC1(N=C(OC2=C1C=CC=C2)C2=CC=CC=C2)C2=CC=CC=C2 4-cyanoethyl-2,4-diphenyl-(4H)-1,3-benzoxazine